1-[cyclohexyl(methyl)amino]-3-[2-methoxy-4-({[2-(1-methyl-4-piperidinyl)ethyl]amino}methyl)phenoxy]-2-propanol C1(CCCCC1)N(CC(COC1=C(C=C(C=C1)CNCCC1CCN(CC1)C)OC)O)C